2-(3-vinylphenyl)ethan-1-amine C(=C)C=1C=C(C=CC1)CCN